COCCNC1CCC(CC1)NC1=NC=CC(=N1)C=1C=C2C(CNC(C2=CC1)=O)(C)C 6-(2-(((1r,4r)-4-((2-methoxyethyl)amino)cyclohexyl)amino)pyrimidin-4-yl)-4,4-dimethyl-3,4-dihydroisoquinolin-1(2H)-one